OCCOCCNC(=O)C1=CC2=C(N=CN2)C=C1 benzoimidazole-5-carboxylic acid [2-(2-hydroxy-ethoxy)-ethyl]-amide